FC1(CCC(NCC1)C)F 5,5-difluoro-2-methylazepane